tert-Butyl 4-[4-[3-cyano-4-[1-(2-methylsulfonylphenyl) ethoxy]pyrazolo[1,5-a]pyridin-6-yl]-5-methyl-pyrazol-1-yl]piperidine-1-carboxylate C(#N)C=1C=NN2C1C(=CC(=C2)C=2C=NN(C2C)C2CCN(CC2)C(=O)OC(C)(C)C)OC(C)C2=C(C=CC=C2)S(=O)(=O)C